FC1=C(C(=CC(=C1)F)N(C(C)C)C)S(=O)(=O)N 2,4-difluoro-6-[methyl(propan-2-yl)amino]benzene-1-sulfonamide